[(4S)-1-[3-(difluoromethoxy)-1-[3-[[(1R,2R)-2-hydroxyindan-1-yl]carbamoyl]phenyl]propyl]-4-ethyl-4-methyl-6-oxo-hexahydropyrimidin-2-ylidene]ammonium FC(OCCC(C1=CC(=CC=C1)C(N[C@H]1[C@@H](CC2=CC=CC=C12)O)=O)N1C(N[C@@](CC1=O)(C)CC)=[NH2+])F